C(C)(C)(C)OC(=O)N1CC2=C(C=C(C(=C2CC1)Cl)OC)OC 5-chloro-6,8-dimethoxy-3,4-dihydroisoquinoline-2(1H)-carboxylic acid tert-butyl ester